C(C)(=O)C1=CN=C(C=2N1N=C(C2C2=CC(=C(C(=O)N[C@@H]1C[C@@H](C1)F)C=C2)OC)C2=C(C=C(C=C2)NC(C(=C)F)=O)C)N 4-(7-acetyl-4-amino-2-(4-(2-fluoroacryloylamino)-2-methylphenyl)pyrazolo[1,5-a]pyrazin-3-yl)-N-(cis-3-fluorocyclobutyl)-2-methoxybenzamide